NCCCNC(=S)NC=1C=C2C(=CC(=NC2=CC1)N1CCCC1)C 1-(3-aminopropyl)-3-(4-methyl-2-(pyrrolidin-1-yl)quinolin-6-yl)thiourea